3-chloro-4-fluoro-5-[6-(1H-pyrazol-1-yl)pyrimidin-4-yl]benzonitrile ClC=1C=C(C#N)C=C(C1F)C1=NC=NC(=C1)N1N=CC=C1